2,4-dihydroxybenzophenone-d5 [2H]C1=C(C(=C(C(=C1[2H])[2H])C(=O)C2=C(C=C(C=C2)O)O)[2H])[2H]